ClC=1N=C(C(=NC1Cl)C#N)C 5,6-dichloro-3-methylpyrazin-2-carbonitrile